FC=1C=C(CN2CCN(CC2)C(CCC=2C(=NN(C2C)C=2C=CC=3N(N2)C(=NN3)C)C)=O)C=C(C1O)F 1-(4-(3,5-difluoro-4-hydroxybenzyl)piperazin-1-yl)-3-(3,5-dimethyl-1-(3-methyl-[1,2,4]triazolo[4,3-b]pyridazin-6-yl)-1H-pyrazol-4-yl)propan-1-one